di-tert-butylquinoxaline-2,3-diamine C(C)(C)(C)C=1C(=C2N=C(C(=NC2=CC1)N)N)C(C)(C)C